(Z)-2-cyano-3-(3,4-dihydroxy-5-nitrophenyl)-N,N-diethyl-3-hydroxyacrylamide C(#N)/C(/C(=O)N(CC)CC)=C(/O)\C1=CC(=C(C(=C1)[N+](=O)[O-])O)O